2-Chloro-N-((1S,2R,3S,4R)-3-((4-fluoro-3-(trifluoromethyl)phenyl)carbamoyl)bicyclo[2.2.1]heptan-2-yl)-6-methoxybenzo[d]thiazole-7-carboxamide ClC=1SC2=C(N1)C=CC(=C2C(=O)N[C@@H]2[C@H]1CC[C@@H]([C@@H]2C(NC2=CC(=C(C=C2)F)C(F)(F)F)=O)C1)OC